(E)-7-((1-(But-2-enoyl)-3-(3-chloro-2-methylphenyl)azetidin-3-yl)amino)-2-(2-methoxyethyl)isoquinolin-1(2H)-one C(\C=C\C)(=O)N1CC(C1)(C1=C(C(=CC=C1)Cl)C)NC1=CC=C2C=CN(C(C2=C1)=O)CCOC